C(CCCCCCCCCCCCCCCCCCCCCCCCCCC)(=O)[O-].[Sn+4].C(CCCCCCCCCCCCCCCCCCCCCCCCCCC)(=O)[O-].C(CCCCCCCCCCCCCCCCCCCCCCCCCCC)(=O)[O-].C(CCCCCCCCCCCCCCCCCCCCCCCCCCC)(=O)[O-] tin montanate